(S)-2-(5-amino-5,7-dihydrospiro[cyclopenta[b]pyridin-6,4'-piperidin]-1'-yl)-6-methylpyrimidine-4-carbonitrile N[C@@H]1C=2C(=NC=CC2)CC12CCN(CC2)C2=NC(=CC(=N2)C#N)C